NC=1C=CC(=C2CN(C(C12)=O)CC(C(=O)N)=C)C=1C=C2C(=NNC2=CC1)C1=CC(=CC=C1)C(=O)N1CCN(CC1)C 2-[(7-amino-4-{3-[3-(4-methylpiperazin-1-carbonyl)phenyl]-1H-indazol-5-yl}-1-oxo-2,3-dihydro-1H-isoindol-2-yl)methyl]prop-2-enamide